2-isobutyl-7-phenyl-N-(1-(3,4,5-trimethoxyphenyl)-1H-imidazol-4-yl)-6,7-dihydro-5H-cyclopenta[d]pyrimidin C(C(C)C)C1N=CC2=C(N1C=1N=CN(C1)C1=CC(=C(C(=C1)OC)OC)OC)C(CC2)C2=CC=CC=C2